C(C=C)(=O)OCCCCCCCCCCCCCC[Si](Br)(Br)Br acryloxytetradecyltribromosilane